2-chloro-1-ethane-sulfonyl chloride ClCCS(=O)(=O)Cl